2,5-dibromothiophene-3,4-dicarboxylic acid dichloride BrC=1SC(=C(C1C(=O)Cl)C(=O)Cl)Br